terphenyl-dicarboxylic acid C1(=C(C(=CC=C1)C(=O)O)C(=O)O)C=1C(=CC=CC1)C1=CC=CC=C1